C(C)(=O)O.C(C1=CC=CC=C1)(C1=CC=CC=C1)(C1=CC=CC=C1)C(CCCCCN)N Mono-trityl-1,6-hexanediamine acetate